ClC1=NC=2N(C(=C1)NCC=1N=C3N(C=CC=N3)C1)N=CC2C(C)C 5-chloro-N-(imidazo[1,2-a]pyrimidin-2-ylmethyl)-3-isopropylpyrazolo[1,5-a]pyrimidin-7-amine